trans-2-(hydroxylmethyl)-N-(3-(2-methoxyphenyl)-1-((2-(trimethylsilyl)ethoxy)methyl)-1H-pyrrolo[2,3-b]pyridin-6-yl)cyclopropane-1-carboxamide OC[C@H]1[C@@H](C1)C(=O)NC1=CC=C2C(=N1)N(C=C2C2=C(C=CC=C2)OC)COCC[Si](C)(C)C